(7-methoxy-9H-pyrido[3,4-b]indol-1-yl)-3-(4-(trifluoromethyl)phenyl)propanamide COC1=CC=C2C3=C(NC2=C1)C(=NC=C3)C(C(=O)N)CC3=CC=C(C=C3)C(F)(F)F